(3R)-3-(2-(4-cyanopicolinamido)-2-(4-phosphonophenyl)acetamido)-2-hydroxy-3,4-dihydro-2H-benzo[e][1,2]oxaborinine-8-carboxylic acid C(#N)C1=CC(=NC=C1)C(=O)NC(C(=O)N[C@@H]1B(OC2=C(C1)C=CC=C2C(=O)O)O)C2=CC=C(C=C2)P(=O)(O)O